((4,6-dimethyl-2-oxo-1,2-dihydropyridin-3-yl)methyl)-3-(isobutyl-(tetrahydro-2H-pyran-4-yl)amino)-2-methylbenzamide CC1=C(C(NC(=C1)C)=O)CC1=C(C(=C(C(=O)N)C=C1)C)N(C1CCOCC1)CC(C)C